ClC=1C(=C(C=CC1)NC(=O)NC1=CC(=CC=C1)F)CCO 1-[3-chloro-2-(2-hydroxyethyl)phenyl]-3-(3-fluorophenyl)urea